5-((3-methoxyphenoxy)methyl)-1,3,4-oxadiazole-2-thiol COC=1C=C(OCC2=NN=C(O2)S)C=CC1